lithium bis(isopropyl)amide C(C)(C)[N-]C(C)C.[Li+]